BrC=1C(=C(C(=NC1)N)[N+](=O)[O-])NC1CC(N(C(C1)(C)C)C)(C)C 5-Bromo-3-nitro-N4-(1,2,2,6,6-pentamethylpiperidin-4-yl)pyridine-2,4-diamine